4-(N-methyl-N-(3-(N-isobutyl-L-methionylamino)-4-methoxyphenyl)-amino)coumarin CN(C1=CC(=C(C=C1)OC)NC([C@@H](NCC(C)C)CCSC)=O)C1=CC(OC2=CC=CC=C12)=O